2-[2,4-dioxo-7-(4-isobutoxyphenyl)-2H-pyrido[2,3-e][1,3]oxazin-3(4H)-yl]acetic acid O=C1OC2=C(C(N1CC(=O)O)=O)N=CC(=C2)C2=CC=C(C=C2)OCC(C)C